COC1=CC=C(CN(CCCC2CCC3(CCNCC3)CC2)C)C=C1 N-(4-methoxybenzyl)-N-methyl-3-(3-azaspiro[5.5]undecane-9-yl)propane-1-amine